5-(1-Benzofuran-5-sulfonyl)-N-[(1S)-phenylethyl]-1H,2H,3H,4H,5H,6H-pyrrolo[3,4-c]pyrrole-2-carboxamide O1C=CC2=C1C=CC(=C2)S(=O)(=O)N2CC1=C(C2)CN(C1)C(=O)NCCC1=CC=CC=C1